P(OC(C1=CC(=C(C(=C1)C(C)(C)C)O)C(C)(C)C)CCCCCCCCCCCCCCCCCCCCCCCCCCCC)([O-])=O octacosyl-3,5-di-t-butyl-4-hydroxybenzyl phosphonate